FC(C1=NC=CC(=C1)C1=NC(=C(C=C1)OC[C@](CC(C)C)(N)C)C(F)F)F (S)-1-((2',6-bis(difluoromethyl)-[2,4'-bipyridyl]-5-yl)oxy)-2,4-dimethylpentan-2-amine